1-cyclopropyl-6-fluoro-N-(4-fluorophenylethyl)-4-oxo-7-(1-piperazinyl)-1,4-dihydroquinoline-3-carboxamide C1(CC1)N1C=C(C(C2=CC(=C(C=C12)N1CCNCC1)F)=O)C(=O)NCCC1=CC=C(C=C1)F